[C@H]12N(C[C@H](NC1)C2)CCOC2=CC(=C(C=C2)C=2N(C1=NC=NC(=C1N2)OC2(CC2)C)CC2=NC=CC(=C2)Cl)Cl 8-(4-(2-((1R,4R)-2,5-diazabicyclo[2.2.1]heptan-2-yl)ethoxy)-2-chlorophenyl)-9-((4-chloropyridin-2-yl)methyl)-6-(1-methylcyclopropoxy)-9H-purine